BrCCCCCCCCC bromo-nonane